tert-Butyl (S)-2-((4-((tert-butoxycarbonyl)amino)pentyl)oxy)acetate C(C)(C)(C)OC(=O)N[C@H](CCCOCC(=O)OC(C)(C)C)C